FC1=CC=C(C=C1)C=1C=C(C(=NC1)C1CNCCC1)C 5-(4-fluorophenyl)-3-methyl-2-(piperidin-3-yl)pyridine